(1,3-Dimethyl-azetidin-3-yl)-(3-[1,2,3]triazol-2-yl-phenyl)-(4-trifluoromethoxy-phenyl)-methanol CN1CC(C1)(C)C(O)(C1=CC=C(C=C1)OC(F)(F)F)C1=CC(=CC=C1)N1N=CC=N1